4-[5-amino-3-(4-bromo-3-fluoro-phenyl)-4-cyano-pyrazol-1-yl]-3,3-difluoro-pyrrolidine-1-carboxylic acid NC1=C(C(=NN1C1C(CN(C1)C(=O)O)(F)F)C1=CC(=C(C=C1)Br)F)C#N